COC(C(C(=O)OC)NC(=O)C(CC(=O)O)NC(NC1=CC=C(C=C1)[N+](=O)[O-])=O)=O 3-[(1,3-dimethoxy-1,3-dioxopropan-2-yl)carbamoyl]-3-{[(4-nitrophenyl)carbamoyl]amino}propanoic acid